(6S)-4-(7-(5-chloro-6-methyl-1H-indazol-4-yl)-8-fluoro-5-methoxy-2-(((4aS,7aR)-octahydro-4aH-cyclopenta[b]pyridin-4a-yl)methoxy)pyrido[4,3-d]pyrimidin-4-yl)-6-methyl-1,4-oxazepan-6-ol ClC=1C(=C2C=NNC2=CC1C)C1=C(C=2N=C(N=C(C2C(=N1)OC)N1CCOC[C@](C1)(O)C)OC[C@]12[C@H](NCCC1)CCC2)F